1-Ethyl-3-(5-(2-fluoro-5-((4-oxo-4,5-dihydrofuro[2,3-d]pyridazin-7-yl)methyl)phenyl)-1H-benzoimidazol-2-yl)urea C(C)NC(=O)NC1=NC2=C(N1)C=CC(=C2)C2=C(C=CC(=C2)CC2=NNC(C1=C2OC=C1)=O)F